5-[1-(2-fluoro-6-methyl-phenyl)-piperidin-4-yl]-2-[2-(3-methoxy-azetidin-1-yl)-ethyl]-7-(2-trifluoromethyl-benzyl)-2,4,5,7-tetrahydro-pyrazolo[3,4-d]pyrimidin-6-one FC1=C(C(=CC=C1)C)N1CCC(CC1)N1C(N(C=2C(C1)=CN(N2)CCN2CC(C2)OC)CC2=C(C=CC=C2)C(F)(F)F)=O